BrC1=CC(=C(C=C1)CN1CCN(CC1)C1=CC(N(C=2C=CC=NC12)C)=O)O 8-{4-[(4-bromo-2-hydroxyphenyl)methyl]piperazin-1-yl}-5-methyl-6-oxo-5,6-dihydro-1,5-naphthyridine